5-(2-nitrophenyl)-N-(3-(pyrrolidin-1-yl)propyl)-2-(4-(trifluoromethyl)phenyl)Oxazole-4-carboxylic acid amide [N+](=O)([O-])C1=C(C=CC=C1)C1=C(N=C(O1)C1=CC=C(C=C1)C(F)(F)F)C(=O)NCCCN1CCCC1